COC1CC(C1)OC1=CC=C(C#N)C=C1 4-(3-Methoxycyclobutoxy)benzonitrile